BrC1=C(C(=C(C=C1CCCCC)O)C\C=C(\CCC=C(C)C)/C)O (E)-4-bromo-2-(3,7-dimethylocta-2,6-dien-1-yl)-5-pentylbenzene-1,3-diol